bis(t-butyloxycarbonyl)amine C(C)(C)(C)OC(=O)NC(=O)OC(C)(C)C